ClC1=NC=C(C(=O)NOC)C(=C1)NC1=C(C=CC=C1)N(S(=O)(=O)C)C 6-chloro-N-methoxy-4-((2-(N-methyl-methanesulfonamido)phenyl)amino)nicotinamide